2,3,5-trimethyl-hydroquinone ethyl-2-(5-(2-(dimethylamino)ethyl)-2-oxo-4-(trifluoromethyl)pyridin-1(2H)-yl)-4-methylpentanoate C(C)OC(C(CC(C)C)N1C(C=C(C(=C1)CCN(C)C)C(F)(F)F)=O)=O.CC1=C(O)C=C(C(=C1C)O)C